C1(CC1)N1CC2=CC(=CC=C2CC1)NC(C1=CC(=CC(=C1)CN1C(C2=CC=C(C=C2C=C1)C=1C(=NOC1)C)=O)F)=O N-(2-Cyclopropyl-1,2,3,4-tetrahydroisoquinolin-7-yl)-3-fluoro-5-((6-(3-methylisoxazol-4-yl)-1-oxoisoquinolin-2(1H)-yl)methyl)benzamide